Tetraphenyl-Vanadium (IV) C1(=CC=CC=C1)[V](C1=CC=CC=C1)(C1=CC=CC=C1)C1=CC=CC=C1